anilineamine nitrogen [N].N(C1=CC=CC=C1)N